Methyl 1-[[(5,6,7,8,9,10-hexahydro-4H-cyclonona[b]thiophen-2-ylcarbonyl)amino]methyl]cyclopentanecarboxylate S1C2=C(C=C1C(=O)NCC1(CCCC1)C(=O)OC)CCCCCCC2